CC1OC(CN(C1)C1=C(C=C(C=C1)NC=1C=CC2=C(OCC(N2)=O)C1)C)C 7-((4-(2,6-dimethylmorpholino)-3-methylphenyl)amino)-2H-benzo[b][1,4]oxazin-3(4H)-one